N-(3-(5-fluoro-2-(3-((1-methylpiperidin-4-yl)methoxy)phenylamino)pyrimidin-4-ylamino)phenyl)-acrylamide FC=1C(=NC(=NC1)NC1=CC(=CC=C1)OCC1CCN(CC1)C)NC=1C=C(C=CC1)NC(C=C)=O